(2S,6S)-N-((S)-1-cyano-2-(4-(3-methyl-2-oxo-2,3-dihydrobenzo[d]oxazol-5-yl)phenyl)ethyl)-6-hydroxy-6-(hydroxymethyl)-1,4-oxazepane-2-carboxamide C(#N)[C@H](CC1=CC=C(C=C1)C=1C=CC2=C(N(C(O2)=O)C)C1)NC(=O)[C@H]1OC[C@](CNC1)(CO)O